4-nitro-2-(6-azaspiro[2.5]oct-6-yl)benzamide [N+](=O)([O-])C1=CC(=C(C(=O)N)C=C1)N1CCC2(CC2)CC1